2-chloropropane-1-amine hydrochloride Cl.ClC(CN)C